(1R,4r)-4-((1R)-1-(((6R)-4-(((1R)-2-(2-azabicyclo[2.2.1]heptan-2-yl)-1-phenylethyl)amino)-6-phenyl-5,6,7,8-tetrahydroquinazolin-2-yl)amino)propyl)cyclohexane-1-carboxylic acid [C@@H]12N(C[C@H](CC1)C2)C[C@@H](C2=CC=CC=C2)NC2=NC(=NC=1CC[C@H](CC21)C2=CC=CC=C2)N[C@H](CC)C2CCC(CC2)C(=O)O